aluminum tris(isopropylacetoacetate) C(C)(C)CC(CC(=O)[O-])=O.C(C)(C)CC(CC(=O)[O-])=O.C(C)(C)CC(CC(=O)[O-])=O.[Al+3]